3-(1,2,3,5,6,7-hexahydro-s-indacen-4-yl)-1-[(oxan-4-yl)(1,3,5-trimethyl-1H-pyrazol-4-yl)sulfamoyl]urea sodium salt [Na].C1CCC2=C(C=3CCCC3C=C12)NC(NS(N(C=1C(=NN(C1C)C)C)C1CCOCC1)(=O)=O)=O